ClC=1C=C2C(C(=CN(C2=CC1N1[C@H](CCC1)COC1=NC=CC=C1Cl)C=1C=NC(=CC1)NCCOC)C(=O)O)=O (R)-6-chloro-7-(2-(((3-chloropyridin-2-yl)oxy)methyl)pyrrolidin-1-yl)-1-(6-((2-methoxyethyl)amino)pyridin-3-yl)-4-oxo-1,4-dihydroquinoline-3-carboxylic acid